(S)-4-(2-aminopyridin-4-yl)-1-prolylindoline TFA salt OC(=O)C(F)(F)F.NC1=NC=CC(=C1)C1=C2CCN(C2=CC=C1)C([C@H]1NCCC1)=O